ethyl 2-(3-aminopyrazol-1-yl)acetate NC1=NN(C=C1)CC(=O)OCC